COC(=O)N1CC(CCC1)(F)F 3,3-difluoro-piperidine-1-carboxylic acid methyl ester